C(=C)CCO[Si](OC)(OCC)OCC vinyltriethoxy(methoxy)silane